4-((2-(chloromethyl)imidazo[1,2-a]pyridine-6-yl)methyl)morpholine ClCC=1N=C2N(C=C(C=C2)CN2CCOCC2)C1